2-(3,5-Di-tert-amyl-2-hydroxyphenyl)-benzotriazole C(C)(C)(CC)C=1C(=C(C=C(C1)C(C)(C)CC)N1N=C2C(=N1)C=CC=C2)O